4-O-α-L-Fucopyranosyl-L-fucose [C@@H]1([C@@H](O)[C@H](O)[C@H](O)[C@@H](O1)C)O[C@@H]([C@H]([C@@H](C=O)O)O)[C@@H](O)C